[1,1'-Biphenyl]-3,4',5-tricarboxylic acid C1(=CC(=CC(=C1)C(=O)O)C(=O)O)C1=CC=C(C=C1)C(=O)O